(S)-6-bromo-5-fluoro-3,4-dihydro-2H-spiro[naphthalene-1,4'-oxazolidine] BrC=1C(=C2CCC[C@]3(NCOC3)C2=CC1)F